FC1=C2C=C(NC2=CC=C1OC1=NC=NN2C1=C(C(=C2)OCCC)C)C (R)-1-(4-(4-fluoro-2-methyl-1H-indol-5-yloxy)-5-methylpyrrolo[2,1-f][1,2,4]triazin-6-yloxy)propan